CC(CCNC(=N)NC=1C=NC(=NC1)C(F)(F)F)(C)OC1=CC=C(C=C1)C(F)(F)F 1-(3-methyl-3-(4-(trifluoromethyl)phenoxy)butyl)-3-(2-(trifluoromethyl)pyrimidin-5-yl)guanidine